(2S)-5,5-dimethyl-2-{[(pyrimidin-5-yl)methyl]amino}hexanoic acid CC(CC[C@@H](C(=O)O)NCC=1C=NC=NC1)(C)C